1-(6-Methoxy-2,3-dihydro-indol-1-yl)-2-((R)-3-methyl-piperazin-1-yl)-ethanone COC1=CC=C2CCN(C2=C1)C(CN1C[C@H](NCC1)C)=O